C1(CCCCC1)C([C@@H](C(NC1=CC=C(C=C1)C=1C(=NNC1C)C)=O)NC(=O)C=1N(N=CC1)C)C N-[(1S)-2-cyclohexyl-1-[[4-(3,5-dimethyl-1H-pyrazol-4-yl)phenyl]carbamoyl]propyl]-2-methyl-pyrazole-3-carboxamide